C(C)(=O)OCC(=O)OCC(=O)OC[C@@H]1[C@@H](CC[C@H](O1)C1=CC(=C(C=C1)Cl)C1=CC=C(C=C1)OCC)OC(CCCCCCCCC)=O (2s,3s,4r,5r,6r)-6-((2-acetoxyacetoxyacetoxy)methyl)-2-(4-chloro-3-(4-ethoxyphenyl)phenyl)-5-(decanoyloxy)tetrahydro-2H-pyran